2-Oxo-5-(4-((tetrahydro-2H-pyran-4-yl)methoxy)phenyl)-6-(trifluoromethyl)-1,2-dihydropyridin-3-carboxamide O=C1NC(=C(C=C1C(=O)N)C1=CC=C(C=C1)OCC1CCOCC1)C(F)(F)F